CSC=1C=C(C(=O)N2[C@H](CC=C2)C(=O)O)C=CC1 (R)-1-(3-(methylthio)benzoyl)-2,3-dihydro-1H-pyrrole-2-carboxylic acid